OCCCNC(O[C@@H]1CC[C@H](CC1)C(N(C[C@@H]1CC[C@H](CC1)C1=CC(=C(C=C1)OC)C)C1=CC(=CC=C1)C=1C=NN(C1)C1CC1)=O)=O trans-4-((3-(1-Cyclopropyl-1H-pyrazol-4-yl)phenyl)((trans-4-(4-methoxy-3-methylphenyl)cyclohexyl)methyl)carbamoyl)cyclohexyl (3-hydroxypropyl)carbamate